tert-butyl methyl(1-(4-(1-(tetrahydropyran-4-yl)pyrido[3,4-e][1,2,4]triazolo[4,3-a]pyrazin-8-yl)phenyl)piperidin-4-yl)aminoformate CN(C1CCN(CC1)C1=CC=C(C=C1)C1=CC2=C(N=CC=3N2C(=NN3)C3CCOCC3)C=N1)C(=O)OC(C)(C)C